ClC1=C(C(=O)N[C@H](C(=O)O)CC2=CC=C(C=C2)N2C(N(C3=C2C=C(C(=C3)Cl)Cl)C)=O)C(=CC=C1)F (S)-2-(2-chloro-6-fluorobenzamido)-3-(4-(5,6-dichloro-3-methyl-2-oxo-2,3-dihydro-1H-benzo[d]imidazol-1-yl)phenyl)propanoic acid